2,2'-dithiodipropanol C(C(C)SSC(CO)C)O